dichloromethane, hydrochloride Cl.ClCCl